4-(4-((4-(4-((1R,2S)-6-hydroxy-2-phenyl-1,2,3,4-tetrahydronaphthalen-1-yl)phenyl)piperazin-1-yl)methyl)piperidin-1-yl)benzoic acid OC=1C=C2CC[C@@H]([C@@H](C2=CC1)C1=CC=C(C=C1)N1CCN(CC1)CC1CCN(CC1)C1=CC=C(C(=O)O)C=C1)C1=CC=CC=C1